pregnane-one CC([C@H]1CC[C@H]2[C@@H]3CCC4CCCC[C@]4(C)[C@H]3CC[C@]12C)=O